O=C(CC(=S)N1CCN(CC1)C(=O)OC(C)(C)C)C tertbutyl 4-(3-oxobutanethioyl)piperazine-1-carboxylate